BrC=1C=NC(=NC1)C(C(F)F)(C)O 2-(5-bromopyrimidin-2-yl)-1,1-difluoropropan-2-ol